CC(=CCCC1CC2=C(C3=CC=C(C=C3C(=C2CC1)OC(=O)OC)C)OC(C=C)=O)C 2-(4-methyl-3-pentenyl)-6-methyl-9-acryloyloxy-10-methoxycarbonyloxy-1,2,3,4-tetrahydroanthracene